ethyl (4-((5-(benzo[b]thiophen-2-yl)-1H-pyrazol-3-yl)amino)-3-methylphenyl)carbamate S1C2=C(C=C1C1=CC(=NN1)NC1=C(C=C(C=C1)NC(OCC)=O)C)C=CC=C2